2-Amino-4,6-difluorophenol NC1=C(C(=CC(=C1)F)F)O